FC(S(=O)(=O)[NH-])(F)F.[Li+] lithium trifluoromethylsulfonyl-amide